4-iodopyrazole IC=1C=NNC1